C1(C=CC(N1CCC(=O)NCCCCCC(=O)ON1C(CCC1=O)=O)=O)=O SUCCINIMIDYL 6-(β-MALEIMIDOPROPIONAMIDO)HEXANOATE